13-(3-(4-methyloxazol-2-yl)ureido)tridecanoic acid CC=1N=C(OC1)NC(NCCCCCCCCCCCCC(=O)O)=O